2-((S)-1-acryloyl-4-(2-(((S)-1-(ethyl-d5)pyrrolidin-2-yl)methoxy)-7-(8-methylnaphthalen-1-yl)-5,6,7,8-tetrahydropyrido[3,4-d]pyrimidin-4-yl)piperazin-2-yl)acetonitrile C(C=C)(=O)N1[C@H](CN(CC1)C=1C2=C(N=C(N1)OC[C@H]1N(CCC1)C(C([2H])([2H])[2H])([2H])[2H])CN(CC2)C2=CC=CC1=CC=CC(=C21)C)CC#N